C=C1CC(C1)C=1SC=C(N1)C(F)(F)F 2-(3-methylenecyclobutyl)-4-(trifluoromethyl)thiazole